C(C)(C)(C)OC(COC1=CC(=C(C=C1)C1=CC=C(C=C1)C1=N[C@H](C=2N(C3=C1C(=C(S3)C)C)C(=NN2)C)CC(=O)OC)C)=O methyl {(6S)-4-[4'-(2-t-butoxy-2-oxoethoxy)-2'-methyl[1,1'-biphenyl]-4-yl]-2,3,9-trimethyl-6H-thieno[3,2-f][1,2,4]triazolo[4,3-a][1,4]diazepin-6-yl}acetate